3-chloro-N-cyclopropylacrylamide ClC=CC(=O)NC1CC1